24-(((9Z,12Z,15Z)-octadeca-9,12,15-trienoyl)oxy)-tetracosanoic acid C(CCCCCCC\C=C/C\C=C/C\C=C/CC)(=O)OCCCCCCCCCCCCCCCCCCCCCCCC(=O)O